S1(NC=NC2=C1C=CC=C2)(=O)=O 1,2,4-Benzothiadiazine-1,1-dioxide